5-(3,5-Dichlorophenyl)-2-methyl-4-(trifluoromethyl)-5H-indeno[1,2-b]pyridine ClC=1C=C(C=C(C1)Cl)C1C2=CC=CC=C2C2=NC(=CC(=C21)C(F)(F)F)C